2-(4-(2-(2-methoxyethoxy)acetyl)piperazin-1-yl)thiazole COCCOCC(=O)N1CCN(CC1)C=1SC=CN1